OC1=C2C(C=C(OC2=CC(=C1I)OCOC)C1=CC=C(C=C1)OCOC)=O 5-hydroxy-6-iodo-7-(methoxymethoxy)-2-(4-(methoxymethoxy)phenyl)-4H-chromen-4-one